C(=O)O.NC=1C=CC(=C(C(=O)N[C@H](C)C2=CC=C(C3=CC=CC=C23)C#CC2CCN(CC2)CCCCCCC=2C=CC=C3C(=NN(C23)C)N2C(NC(CC2)=O)=O)C1)C (R)-5-amino-N-(1-(4-((1-(6-(3-(2,4-dioxotetrahydropyrimidin-1(2H)-yl)-1-methyl-1H-indazol-7-yl)hexyl)piperidin-4-yl)ethynyl)naphthalen-1-yl)ethyl)-2-methylbenzamide formate